O[C@@H]1C[C@@H](N(C1)CC=1C=C(C=CC1)C1=C(C=C(C=C1)O)C)C(=O)N[C@@H](C)C1=CC=C(C(=O)O)C=C1 4-((S)-1-((2R,4R)-4-hydroxy-1-((4'-hydroxy-2'-methyl-[1,1'-biphenyl]-3-yl)methyl)pyrrolidin-2-amidyl)ethyl)benzoic acid